(3-trifluoromethoxy-phenyl)-methanone FC(OC=1C=C(C=CC1)C=O)(F)F